IC1=CC(=NC(=C1)N1CCOCC1)NC1CCOCC1 4-iodo-6-(morpholin-4-yl)-N-(oxan-4-yl)pyridin-2-amine